N-(4-hydroxyphenyl)propionamide OC1=CC=C(C=C1)NC(CC)=O